ethyl 2-(2-(cyclopropylmethyl)-1-(3-fluoro-4-sulfamoylbenzyl)-5-(3-(oxetan-3-ylethynyl) phenyl)-1H-pyrrol-3-yl)-5-methylthiazole-4-carboxylate C1(CC1)CC=1N(C(=CC1C=1SC(=C(N1)C(=O)OCC)C)C1=CC(=CC=C1)C#CC1COC1)CC1=CC(=C(C=C1)S(N)(=O)=O)F